C1(=CC=CC=C1)C1=CC(=NC(=C1)C(=O)OC)C(=O)OC Dimethyl 4-phenylpyridine-2,6-dicarboxylate